N-(2-(1-ethyl-2-methylpiperidin-3-yl)thieno[2,3-b]pyridin-4-yl)-4-fluorobenzo[d]thiazol-5-amine C(C)N1C(C(CCC1)C1=CC=2C(=NC=CC2NC=2C=CC3=C(N=CS3)C2F)S1)C